(s)-7-((1-(benzyloxy)propan-2-yl)oxy)-6-(tert-butylsulfonyl)imidazo[1,2-a]pyridine C(C1=CC=CC=C1)OC[C@H](C)OC1=CC=2N(C=C1S(=O)(=O)C(C)(C)C)C=CN2